Ethyl (5R)-2-[2-fluoro-4-[(propan-2-ylamino)methyl]phenyl]-5-methyl-6,7-dihydro-5H-pyrazolo[5,1-b][1,3]oxazine-3-carboxylate FC1=C(C=CC(=C1)CNC(C)C)C1=NN2C(O[C@@H](CC2)C)=C1C(=O)OCC